2,3-diphenylbutadiene C1(=CC=CC=C1)C(=C)C(=C)C1=CC=CC=C1